CC1=CC=C(C=C1)S(=O)(=O)O.NC=1C=C(C=CC1F)C(CCC1CC1)(N[S@](=O)C(C)(C)C)C1=CC=C(C(=O)N)C=C1 4-((-)-1-(3-amino-4-fluorophenyl)-3-cyclopropyl-1-((R)-1,1-dimethylethylsulfinamido)propyl)benzamide p-toluenesulfonate